2-methyl-8-oxopyrido[2,3-b]thiazolo[4,5-e]pyrazin CC1SC=2C(N=C3C(N2)=NC=CC3=O)=N1